FC1=C(C=CC=C1)N1N=C2C(C=NC(=C2)N2CC(CC2)S(=O)(=O)N(C)C)=C1 1-(2-(2-Fluorophenyl)-2H-pyrazolo[4,3-c]pyridin-6-yl)-N,N-dimethylpyrrolidine-3-sulfonamide